C(C)(C)(C)OC(=O)N=C(C(=O)O)C(C)(C)C 2-tert-butyloxycarbonylimino-3,3-dimethylbutyric acid